1-butyl-5-(2-chloro-5-(isobutyrylaminomethyl)benzoylamino)-N-(4-fluorophenyl)-1H-indole-2-carboxamide C(CCC)N1C(=CC2=CC(=CC=C12)NC(C1=C(C=CC(=C1)CNC(C(C)C)=O)Cl)=O)C(=O)NC1=CC=C(C=C1)F